CC1=CC=C(S1)C1=CC=CC=2C1=NSN2 7-(5-methyl-thiophene-2-yl)benzo[c][1,2,5]thiadiazole